4-(3-bromo-4-fluorophenyl)-2-amino-3-oxobutanoic acid BrC=1C=C(C=CC1F)CC(C(C(=O)O)N)=O